CC1(OCCCO1)C=1C=C(C#N)C=CC1 3-(2-methyl-1,3-dioxan-2-yl)benzonitrile